C(C=CCCCCCC)#N 2-nonennitrile